N4-(5-methoxy-4-(3-(pyrrolidin-1-yl)propoxy)pyridin-2-yl)-N2,6-dimethylpyridine-2,4-diamine COC=1C(=CC(=NC1)NC1=CC(=NC(=C1)C)NC)OCCCN1CCCC1